N-(3-(dimethylamino)propyl)stearyl-amide CN(CCCCCCCCCCCCCCCCCCCCC[NH-])C